OC(C)C1=CN(C(C2=CC=C(C=C12)C1=CC=NN1C)=O)CC=1C=C(C(=O)NC)C=CC1 3-((4-(1-hydroxyethyl)-6-(1-methyl-1H-pyrazol-5-yl)-1-oxoisoquinolin-2(1H)-yl)methyl)-N-methylbenzamide